hydrogen diphosphite OP([O-])OP([O-])[O-]